FC1(CC(CC(C1)N1C(=NC=2C=NC(=CC21)C2=NN=CN2COCC[Si](C)(C)C)CC(C)C)NC(OC(C)(C)C)=O)F tert-butyl N-[3,3-difluoro-5-[2-isobutyl-6-[4-(2-trimethyl silyl ethoxymethyl)-1,2,4-triazol-3-yl]imidazo[4,5-c]pyridin-1-yl]cyclohexyl]carbamate